[Br-].BrCCC[N+](C)(C)C 3-bromopropyl-(trimethyl)ammonium bromide